C(CCC)(=O)C1=CC(=C(C=N1)C=1C(N(C2=CC(=NC=C2C1)Cl)C)=O)C 3-(6-butanoyl-4-methylpyridin-3-yl)-7-chloro-1-methyl-1,6-naphthyridin-2-one